S1C(=CC=C1)C=1N=NN(N1)CC1=CC=C(C(=O)NO)C=C1 4-[[5-(2-thienyl)tetrazol-2-yl]methyl]benzohydroxamic acid